C1(CC1)C1=C(C(=C(N=N1)N1CCC(CCC1)(F)F)C(=O)OC)C methyl 6-cyclopropyl-3-(4,4-difluoroazepan-1-yl)-5-methylpyridazine-4-carboxylate